2-propyl-oxazine C(CC)N1OC=CC=C1